1-(9-Benzyl-1-methyl-beta-carbolin-6-yl)-3-(4-chlorophenyl)urea C(C1=CC=CC=C1)N1C2=CC=C(C=C2C=2C=CN=C(C12)C)NC(=O)NC1=CC=C(C=C1)Cl